(S)-2-amino-N-(2-(3,4-dimethoxyphenyl)-3-isopropyl-1H-indol-5-yl)-2-phenylacetamide N[C@H](C(=O)NC=1C=C2C(=C(NC2=CC1)C1=CC(=C(C=C1)OC)OC)C(C)C)C1=CC=CC=C1